5'-(1-(2-chlorophenyl)-1H-pyrazol-4-yl)-6-methoxy-1',5-dimethyl-[3,4'-bipyridin]-2'(1'H)-one ClC1=C(C=CC=C1)N1N=CC(=C1)C=1C(=CC(N(C1)C)=O)C=1C=NC(=C(C1)C)OC